2,2,2-trifluoro-1-(4-(trifluoromethyl)phenyl)ethanol FC(C(O)C1=CC=C(C=C1)C(F)(F)F)(F)F